NC1=CC=C(C(=O)NC2C(C(CCC2)NC(C2=CC=C(C=C2)N)=O)C)C=C1 N,N'-bis(4-aminobenzoyl)-2-methylcyclohexane-1,3-diamine